Cl.C(=O)(OC(C)(C)C)NC1CNC1 3-(Boc-amino)azetidine hydrochloride